1-methyl-3-(trifluoromethyl)-1H-pyrazole-5-sulfonyl chloride CN1N=C(C=C1S(=O)(=O)Cl)C(F)(F)F